CCCCCCCCC(CCCCCCCC)OC(CCCCCCC(CCCCCCC(=O)OC(CCCCCCCC)CCCCCCCC)=O)=O 8-oxopentadecanedioic acid di(heptadecane-9-yl) ester